2-dodecyl ether sulfate S(=O)(=O)(O)O.CC(CCCCCCCCCC)OC(C)CCCCCCCCCC